6-(4-glycylpiperazin-1-yl)-N-(6-(o-tolyl)-5-(trifluoromethyl)pyridin-2-yl)pyridine-2-sulfonamide hydrochloride Cl.NCC(=O)N1CCN(CC1)C1=CC=CC(=N1)S(=O)(=O)NC1=NC(=C(C=C1)C(F)(F)F)C1=C(C=CC=C1)C